(R)-1-methyl-N-(tetrahydro-2H-pyran-3-yl)-2-(2-(2,2,2-trifluoroethylamino)pyrimidin-4-yl)-1H-pyrrolo[3,2-c]pyridin-6-amine CN1C(=CC=2C=NC(=CC21)N[C@H]2COCCC2)C2=NC(=NC=C2)NCC(F)(F)F